tert-butyl[4-chloro-2-(4,4,5,5-tetramethyl-1,3,2-dioxaborolan-2-yl)benzyl]carbamate C(C)(C)(C)OC(NCC1=C(C=C(C=C1)Cl)B1OC(C(O1)(C)C)(C)C)=O